4-[3-[4-[2-(4,5-dihydroisoxazol-3-yloxy)ethyl]-1-piperidyl]propyl]-7-fluoro-1,4-benzoxazin-3-one O1N=C(CC1)OCCC1CCN(CC1)CCCN1C(COC2=C1C=CC(=C2)F)=O